NC1CCC(CC1)NC1=NC2=C(C=C(C=C2C=N1)C1=C(C=C(C=C1)NS(=O)(=O)C1=C(C=CC=C1)C(F)(F)F)C)CC N-(4-(2-(((1r,4r)-4-aminocyclohexyl)amino)-8-ethylquinazolin-6-yl)-3-methylphenyl)-2-(trifluoromethyl)benzenesulfonamide